ethyl 3-bromo-1H-1,2,4-triazole-5-carboxylate BrC1=NNC(=N1)C(=O)OCC